ClC=1C=CC2=C(N=C(S2)C2CC3(CC(C3)NC(=O)C=3OC(=CC3)C(F)(F)F)C2)C1 N-[6-(5-chloro-1,3-benzothiazol-2-yl)spiro[3.3]heptan-2-yl]-5-(trifluoromethyl)furan-2-carboxamide